C(=O)(OC(C)(C)C)N[C@H](C(CCl)=O)CC1=CC=CC=C1 (S)-N-Boc-3-amino-1-chloro-2-keto-4-phenylbutane